3,5-bis(t-butyl)-4-hydroxyphenylpropionic acid C(C)(C)(C)C=1C=C(C=C(C1O)C(C)(C)C)C(C(=O)O)C